FC1=CC=C(C=N1)C=1C(=C(C#N)C(=CC1)OC1COCC1)N1CCC(CC1)C1=NN=CN1C 3-(6-fluoropyridin-3-yl)-2-(4-(4-methyl-4H-1,2,4-triazol-3-yl)piperidin-1-yl)-6-((tetrahydrofuran-3-yl)oxy)benzonitrile